1-(2-pyrimidyl)-5-fluoroindole N1=C(N=CC=C1)N1C=CC2=CC(=CC=C12)F